1-methyl-5-(tributylstannyl)pyridin-2(1H)-one CN1C(C=CC(=C1)[Sn](CCCC)(CCCC)CCCC)=O